C1(=CC=CC=C1)C=1C(OC2(C1)OCCC2)=O 3-phenyl-1,6-dioxaspiro[4.4]non-3-en-2-one